1-((6R)-2-(7-(2,4-difluoro-6-isopropoxyphenyl)-4-(1-methyl-1H-pyrazol-4-yl)thieno[3,2-c]pyridin-6-yl)-6-methyl-6,7-dihydropyrazolo[1,5-a]pyrazin-5(4H)-yl)prop-2-en-1-one FC1=C(C(=CC(=C1)F)OC(C)C)C=1C2=C(C(=NC1C1=NN3C(CN([C@@H](C3)C)C(C=C)=O)=C1)C=1C=NN(C1)C)C=CS2